C(\C=C/CCCCCC)OC(CCCCCCCCCCCC(=O)O)=O (Z)-13-(non-2-en-1-yloxy)-13-oxotridecanoic acid